FC=1C=NN(C1)C1=NC=C(C=O)C=C1 6-(4-Fluoro-1H-pyrazol-1-yl)nicotinaldehyde